3-iodo-2-propynyl-carbamic acid butyl ester C(CCC)OC(NCC#CI)=O